2-amino-2-(5-chloro-2-methoxyphenyl)acetic acid NC(C(=O)O)C1=C(C=CC(=C1)Cl)OC